C(C1=CC=CC=C1)OC1=CC=C(C=C1)C1=CC(=C(C(=C1)[N+](=O)[O-])O)C=O 4'-(benzyloxy)-4-hydroxy-5-nitro-[1,1'-biphenyl]-3-carbaldehyde